[Zr+2].C(C)CC(CC(=O)[O-])=O.C(C)CC(CC(=O)[O-])=O.C(C(C)C)O.C(C(C)C)O diisobutanol bis(ethylacetoacetate) zirconium